iridium (III) phosphate P(=O)([O-])([O-])[O-].[Ir+3]